CN(CC(=O)NC1(CCC(CC1)C=1C=C2C(=C(NC2=CC1)C=1C=C(C=2N(C1)N=CN2)OC)C(C)C)C)C 2-(Dimethylamino)-N-(4-(3-isopropyl-2-(8-methoxy-[1,2,4]triazolo[1,5-a]pyridin-6-yl)-1H-indol-5-yl)-1-methylcyclohexyl)acetamid